O[C@@H]1[C@@H](O)[C@@H](O)[C@H](O)[C@@H](O1)C(=O)[O-] β-L-guluronate